(S)-N-(1-(3-(N-tert-butylsulfamoyl)phenylamino)-1-oxo-3-phenylpropan-2-yl)-4-fluorobenzamide C(C)(C)(C)NS(=O)(=O)C=1C=C(C=CC1)NC([C@H](CC1=CC=CC=C1)NC(C1=CC=C(C=C1)F)=O)=O